FC1CN(CC12CN(C2)C(C=C)=O)C2=NC1=CC=CC=C1C(=N2)N[C@H](CC(=O)NC)CC(C)C (3S)-3-((2-(8-fluoro-2-(2-propenoyl)-2,6-diazaspiro[3.4]octan-6-yl)-4-quinazolinyl)amino)-N,5-dimethylhexanamide